(2S)-2-AMINO-2-(3-FORMYL-2-HYDROXY-5-METHYLPHENYL)ACETIC ACID N[C@H](C(=O)O)C1=C(C(=CC(=C1)C)C=O)O